(2S,3R)-3-((bis(benzyloxy)phosphoryl)oxy)butan-2-yl (chloromethyl) carbonate C(O[C@@H](C)[C@@H](C)OP(=O)(OCC1=CC=CC=C1)OCC1=CC=CC=C1)(OCCl)=O